CC(CCO)(CC)OC 3-methyl-3-methoxy-pentanol